1-(2-(2,6-dioxopiperidin-3-yl)-1,3-dioxoisoindoline-5-yl)piperidine-4-carboxaldehyde O=C1NC(CCC1N1C(C2=CC=C(C=C2C1=O)N1CCC(CC1)C=O)=O)=O